NC1=C2C(=NC=N1)N(N=C2N2C(=CC1=CC=CC=C21)C(=O)NC2=NN(C=C2)CCO)C(C)(C)C (4-amino-1-tert-butyl-pyrazolo[3,4-d]pyrimidin-3-yl)-N-[1-(2-hydroxyethyl)pyrazol-3-yl]-1H-indole-2-carboxamide